(((S)-oxetan-2-yl)methyl)-1H-benzo[d]imidazole-6-carboxylate O1[C@@H](CC1)COC(=O)C=1C=CC2=C(NC=N2)C1